1-(1,3-benzodioxol-5-yl)-2-methylpropan-2-amine O1COC2=C1C=CC(=C2)CC(C)(N)C